N-(3-methoxybenzyl)-4-((4-methylpiperazin-1-yl)methyl)-N-(4-(pyrrolidin-1-yl)benzyl)aniline COC=1C=C(CN(C2=CC=C(C=C2)CN2CCN(CC2)C)CC2=CC=C(C=C2)N2CCCC2)C=CC1